2-(1-cyclopropyl-1H-pyrazol-4-yl)-6-methylmorpholine C1(CC1)N1N=CC(=C1)C1CNCC(O1)C